tert-Butyl 2-iodo-8-azaspiro[4.5]decane-8-carboxylate IC1CC2(CC1)CCN(CC2)C(=O)OC(C)(C)C